dimethyl-(N,N'-tetramethyl-1,2-ethylenediamine) palladium [Pd].CC(C(N(C)C)C)N(C)C